ClC=1C=C(OCCN(C)C)C=C(C1)[C@@H]1NC[C@H](CC1)C 2-[3-chloro-5-[(2R,5S)-5-methyl-2-piperidyl]phenoxy]-N,N-dimethyl-ethanamine